C(CC)Cl 1-Propyl chloride